8-(Piperazin-1-yl)-N-(6-((7-(trifluoromethyl)quinolin-4-yl)thio)hexyl)chroman-5-amine N1(CCNCC1)C1=CC=C(C=2CCCOC12)NCCCCCCSC1=CC=NC2=CC(=CC=C12)C(F)(F)F